indium-gallium-silver [Ag].[Ga].[In]